C1(=CC=CC=C1)[B-](C1=C(C(=C(C(=C1F)F)F)F)F)(C1=C(C(=C(C(=C1F)F)F)F)F)C1=C(C(=C(C(=C1F)F)F)F)F.C1(=CC=CC=C1)[S+](C1=CC=C(C=C1)SC1=CC=C(C=C1)[S+](C1=CC=CC=C1)C1=CC=CC=C1)C1=CC=CC=C1.C1(=CC=CC=C1)[B-](C1=C(C(=C(C(=C1F)F)F)F)F)(C1=C(C(=C(C(=C1F)F)F)F)F)C1=C(C(=C(C(=C1F)F)F)F)F bis[4-(diphenylsulfonio)phenyl]sulfide phenyl-tris(pentafluorophenyl)borate